[Ti+4].C(C)P([O-])(=O)CC.C(C)P([O-])(=O)CC.C(C)P([O-])(=O)CC.C(C)P([O-])(=O)CC (diethylphosphinate) titanium